COC1=CC(=NC(N1C)=O)OCC=1C=CC(=C(C#N)C1)OC=1C=NC=C(C1)C(F)(F)F 5-(((6-methoxy-1-methyl-2-oxo-1,2-dihydropyrimidin-4-yl)oxy)methyl)-2-((5-(trifluoromethyl)pyridin-3-yl)oxy)benzonitrile